O1COC2=C1C=CC(=C2)[C@H]2N(CCC1=C2NC2=CC=CC=C12)C(=O)OCC1=CC=CC=C1 (R)-benzyl 1-(benzo[d][1,3]dioxol-5-yl)-3,4-dihydro-1H-pyrido[3,4-b]indole-2(9H)-carboxylate